4a-(2-fluorophenyl)hexahydro-2H-benzo[b][1,4]oxazin-3(4H)-one FC1=C(C=CC=C1)C12C(OCC(N1)=O)CCCC2